2-allyl-4,6-dinitrophenol C(C=C)C1=C(C(=CC(=C1)[N+](=O)[O-])[N+](=O)[O-])O